tert-butyl 4-[2-methoxy-5-[(1R)-1-[[2-methyl-5-(4-methylpiperazin-1-yl)benzoyl]amino]ethyl]phenyl]-3,6-dihydro-2H-pyridine-1-carboxylate COC1=C(C=C(C=C1)[C@@H](C)NC(C1=C(C=CC(=C1)N1CCN(CC1)C)C)=O)C=1CCN(CC1)C(=O)OC(C)(C)C